[Co]=O.[Cr] chromium-cobalt oxide